[K].CC1=C(C=CC(=C1)C)S 2,4-dimethylthiophenol potassium salt